N,7-dimethyl-2-(5-(trifluoromethyl)-1,2,4-oxadiazol-3-yl)-4,7-dihydrothieno[2,3-c]pyridine-6(5H)-carboxamide CNC(=O)N1C(C2=C(CC1)C=C(S2)C2=NOC(=N2)C(F)(F)F)C